FC1=C(C=C(C=C1)C(=O)C1=CC2=C(OCO2)C=C1[N+](=O)[O-])OC (4-fluoro-3-methoxyphenyl)(6-nitrobenzo[d][1,3]dioxol-5-yl)methanone